C1(=CC(=CC=C1)N1C2=CC=C(C=C2C=2C=C(C=C(C12)Br)C#N)C(C)(C)C)C1=CC=CC=C1 9-([1,1'-Biphenyl]-3-yl)-1-bromo-6-(tert-butyl)-9H-carbazole-3-carbonitrile